N2,N4-Bis(2,3-dimethyl-2H-indazol-6-yl)-N2,N4-dimethylpyrimidine-2,4-diamine hydrochloride Cl.CN1N=C2C=C(C=CC2=C1C)N(C1=NC=CC(=N1)N(C)C=1C=CC2=C(N(N=C2C1)C)C)C